((1-aminocyclopropanecarbonyl)amino)piperidin-1-carboxylate NC1(CC1)C(=O)NC1N(CCCC1)C(=O)[O-]